(3R,4R)-4-methylpiperidin CC1CCNCC1